(1S)-(+)-10-camphorsulphonic acid [C@]12(C(=O)CC(CC1)C2(C)C)CS(=O)(=O)O